3-Methacryloxypropyl-methyldiethoxysilan C(C(=C)C)(=O)OCCC[Si](OCC)(OCC)C